tert-Butyl 5-(4-methoxycarbonyl-3-morpholin-4-ylphenyl)-4-oxo-1,3-dihydrophthalazine-2-carboxylate COC(=O)C1=C(C=C(C=C1)C1=C2C(NN(CC2=CC=C1)C(=O)OC(C)(C)C)=O)N1CCOCC1